C(C1=CC=CC=C1)N1C[C@H](CC(C1)(C)C)N (3S)-1-benzyl-5,5-dimethyl-piperidin-3-amine